2,2-Difluoro-3-((1S,3R)-1-(5-(((R)-1-(3-fluoropropyl)pyrrolidin-3-yl)oxy)thiazol-2-yl)-3-methyl-1,3,4,9-tetrahydro-2H-pyrido[3,4-b]indol-2-yl)propan-1-ol FC(CO)(CN1[C@@H](C=2NC3=CC=CC=C3C2C[C@H]1C)C=1SC(=CN1)O[C@H]1CN(CC1)CCCF)F